2-deoxy-β-D-rhamnose O[C@H]1C[C@@H](O)[C@H](O)[C@H](O1)C